tert-butyl 4-[3-(4-bromo-3-methyl-phenoxy)propyl]piperidine-1-carboxylate BrC1=C(C=C(OCCCC2CCN(CC2)C(=O)OC(C)(C)C)C=C1)C